(o-methoxyphenyl)2-bromoacetamide COC1=C(C=CC=C1)C(C(=O)N)Br